6-Chloro-3-[(1R)-1-[3,6-dimethyl-2-(2-methyl-1-oxo-isoindolin-5-yl)-4-oxo-chromen-8-yl]ethoxy]pyridine-2-carboxamide ClC1=CC=C(C(=N1)C(=O)N)O[C@H](C)C=1C=C(C=C2C(C(=C(OC12)C=1C=C2CN(C(C2=CC1)=O)C)C)=O)C